2,6-di-tert-butyl-4-methoxylphenol C(C)(C)(C)C1=C(C(=CC(=C1)OC)C(C)(C)C)O